C(C1=CC=CC=C1)N1C2=NC=NC(=C2N=C1C1=C(C=C(C=C1)OC[C@@H]1NCCC1)Cl)OC1(CC1)C (R)-9-benzyl-8-(2-chloro-4-(pyrrolidin-2-ylmethoxy)phenyl)-6-(1-methylcyclopropoxy)-9H-purine